NC1=C(C=CC(=C1)C(=O)OC)C1CC2(CC2)CCN1CC1=C2C=CN(C2=C(C=C1OC)C)C(=O)OC(C)(C)C tert-butyl 4-((5-(2-amino-4-(methoxycarbonyl)phenyl)-6-azaspiro[2.5]octan-6-yl)methyl)-5-methoxy-7-methyl-1H-indole-1-carboxylate